(R)-2-((((9H-fluoren-9-yl)methoxy)carbonyl)amino)-3-(3-(pyridin-4-yl)phenyl)propanoic acid C1=CC=CC=2C3=CC=CC=C3C(C12)COC(=O)N[C@@H](C(=O)O)CC1=CC(=CC=C1)C1=CC=NC=C1